ethane-1,2-diamine hydrochloride salt Cl.C(CN)N